5,6,7,8-tetrahydro-2,6-naphthyridine-4-carbonitrile TFA salt OC(=O)C(F)(F)F.C1=NC=C(C=2CNCCC12)C#N